C(C1=CC=CC=C1)NCCC1=CC=CC2=CC=CC=C12 N-benzyl-2-(naphthalen-1-yl)ethan-1-amine